[N+](=O)([O-])C1=CC=C(C=N1)N1CC2(CN(C2)C(=O)OC(C)(C)C)C1 tert-butyl 6-(6-nitro-3-pyridyl)-2,6-diazaspiro[3.3]heptane-2-carboxylate